aza-decalin N1CCCC2CCCCC12